(R)-1-(3-amino-2-fluoro-5-(trifluoromethyl)benzyl)-N,N-dimethylpyrrolidin-3-amine NC=1C(=C(CN2C[C@@H](CC2)N(C)C)C=C(C1)C(F)(F)F)F